C1(=CC=CC=C1)N(S(=O)(=O)C(F)(F)F)C(F)(F)F N-phenyl-bis(trifluoromethyl)sulfonamide